OC1=NN=C(C(N1C)=O)N[C@H]1[C@@H](CCCC1)OCC1=CC=CC=C1 3-hydroxy-6-{[(1R,2R)-2-(benzyloxy)cyclohexyl]amino}-4-methyl-4H,5H-1,2,4-triazin-5-one